N-(2-(dimethylamino)ethyl)adamantane-1-carboxamide CN(CCNC(=O)C12CC3CC(CC(C1)C3)C2)C